C(C)OC1CCC(CC1)NC1=NC=C(C(=N1)N[C@H]1C[C@H](CCCC1)O)C(=O)N 2-((1r,4R)-4-ethoxycyclohexylamino)-4-((1R,3S)-3-hydroxycycloheptylamino)pyrimidine-5-carboxamide